tert-butyl (1-(2,2-difluoropropyl)-1H-pyrazol-4-yl)carbamate FC(CN1N=CC(=C1)NC(OC(C)(C)C)=O)(C)F